rel-6-[(2R)-2-methyl-4-[(1R)-1-(7-methyl-6-oxo-5H-1,5-naphthyridin-3-yl)ethyl]piperazin-1-yl]pyridine-3-carbonitrile C[C@H]1N(CCN(C1)[C@H](C)C=1C=NC=2C=C(C(NC2C1)=O)C)C1=CC=C(C=N1)C#N |o1:1,7|